CN1C(CCC1)(C)C1=NC(=NO1)C1=NC=C(C=C1)C#CC1=CC(=CC=C1)F 5-(1,2-dimethylpyrrolidin-2-yl)-3-(5-((3-fluorophenyl)ethynyl)pyridin-2-yl)-1,2,4-oxadiazole